6-bromo-3-ethyl-3-hydroxy-3,4-dihydro-1,8-naphthyridin-2(1H)-one BrC=1C=C2CC(C(NC2=NC1)=O)(O)CC